5-(3-methyl-4-(N-methylpropionamido)phenyl)-N-(pyridin-3-ylmethyl)picolinamide CC=1C=C(C=CC1N(C(CC)=O)C)C=1C=CC(=NC1)C(=O)NCC=1C=NC=CC1